5-(thiazol-5-yl)-1,3,4-oxadiazol-2-amine S1C=NC=C1C1=NN=C(O1)N